((S)-1-(Pyridin-2-yl)ethyl)-4-((R)-3-{3-(trifluoromethyl)phenoxy}pyrrolidin-1-yl)tetrahydro-2H-pyran-4-carboxamide, hydrochloride Cl.N1=C(C=CC=C1)[C@H](C)C1OCCC(C1)(C(=O)N)N1C[C@@H](CC1)OC1=CC(=CC=C1)C(F)(F)F